2-methyl-8-[5-(trifluoromethyl)-1,2,4-oxadiazol-3-yl]-4,5-dihydro-2H-1,4-benzoxazepin-3-one CC1OC2=C(CNC1=O)C=CC(=C2)C2=NOC(=N2)C(F)(F)F